4-phenyl-7-(6-(trifluoromethyl)pyridin-3-yl)-3,4-dihydro-1H-benzo[4,5]imidazo[2,1-c][1,4]oxazine C1(=CC=CC=C1)C1N2C(COC1)=NC1=C2C=C(C=C1)C=1C=NC(=CC1)C(F)(F)F